C(C(O)C)(=O)[O-].C(CCCCCCC)N1C=[N+](C=C1)CC(CCCC)CC 1-octyl-3-(2-ethylhexyl)imidazolium lactate